CC1NCC(C2=CC=CC(=C12)O)O Methyl-1,2,3,4-tetrahydroisoquinoline-4,8-diol